(1S)-N-[(1S)-1-(2-Amino-2-oxo-ethyl)prop-2-ynyl]-2-[1-(trifluoromethyl)cyclopropane-carbonyl]isoindoline-1-carboxamide NC(C[C@@H](C#C)NC(=O)[C@H]1N(CC2=CC=CC=C12)C(=O)C1(CC1)C(F)(F)F)=O